C(C=C)(=O)OC(=O)C1CCCC1.C(C=C)(=O)OC(=O)C1CCCC1 dicyclopentanoyl diacrylate